3-(6-(tert-butoxycarbonyl)-6-azaspiro[2.5]octan-4-yl)propanoic acid C(C)(C)(C)OC(=O)N1CC(C2(CC2)CC1)CCC(=O)O